[C@H]12NC[C@H](C(C1)C1=C(C=CC=3N(C(=NC31)C)C)NC(C3=C(C(=NC=C3)C3=C(C=CC=C3OC)F)F)=O)C2 N-(4-((1S,4S)-2-azabicyclo[2.2.1]hept-5-yl)-1,2-dimethyl-1H-benzo[d]imidazol-5-yl)-3-fluoro-2-(2-fluoro-6-methoxyphenyl)isonicotinamide